C(CCC)OC1=CC=C(C=C1)NC1=CC=C(C=C1)NC1=CC=C(C=C1)OCCCC N,N'-bis(p-butyloxyphenyl)-1,4-diaminobenzene